C(C)(=O)N1CCC(CC1)N1CC2=C(CC1)N(C(=N2)C(=O)NC2=C(C(=CC=C2)C2=C(C(=NC=C2)C2=CC(=C(C=C2)C=O)OC)Cl)C)C 5-(1-acetylpiperidin-4-yl)-N-(3-(3-chloro-2-(4-formyl-3-methoxyphenyl)pyridin-4-yl)-2-methylphenyl)-1-methyl-4,5,6,7-tetrahydro-1H-imidazo[4,5-c]pyridine-2-carboxamide